2-[2-fluoro-4-[(4-methyl-piperazin-1-yl)methyl]phenyl]-4-[[5-(4-hydroxy-1-piperidyl)-2-pyridyl]amino]-6H-1,6-naphthyridin FC1=C(C=CC(=C1)CN1CCN(CC1)C)C1=NC=2C=CNCC2C(=C1)NC1=NC=C(C=C1)N1CCC(CC1)O